ClC=1C=C2C(=CN=C(C2=CN1)OC)C(COC)(C)OC 6-chloro-4-(1,2-dimethoxyprop-2-yl)-1-methoxy-2,7-naphthyridine